8,13-dioxa-4,5,18,19-tetraazatetracyclo[12.5.2.12,5.017,20]docosa-1(19),2(22),3,14(21),15,17(20)-hexaene C=12C=3C=NN(CCOCCCCOC=4C=CC(NN1)=C2C4)C3